F[C@H]1CNCC[C@@H]1OC=1N=CC(=NC1)C1=C(C=C(C=C1)N1C=NC=C1)O 2-(5-(((3S,4S)-3-fluoropiperidin-4-yl)oxy)pyrazin-2-yl)-5-(1H-imidazol-1-yl)phenol